6-(4-methoxyphenyl)-1-phenyl-3,4-bis(trifluoromethyl)pyrazolo[3,4-b]pyridine COC1=CC=C(C=C1)C1=CC(=C2C(=N1)N(N=C2C(F)(F)F)C2=CC=CC=C2)C(F)(F)F